1-((4-(2,5-dimethylpyridin-4-yl)-3-fluorophenyl)amino)-1-oxo-3,3-diphenylpropan CC1=NC=C(C(=C1)C1=C(C=C(C=C1)NC(CC(C1=CC=CC=C1)C1=CC=CC=C1)=O)F)C